[Co]=O.[Na] Natrium cobalt oxid